FC=1C=C2C(=NNC2=CC1OCCOC)C1=CC(=NO1)C1=CC=C(C=C1)N1CCS(CC1)=O 4-(4-{5-[5-Fluoro-6-(2-methoxyethoxy)-1H-indazol-3-yl]-1,2-oxazol-3-yl}phenyl)-1lambda4-thiomorpholin-1-on